6-(4,4,5,5-tetramethyl-1,3,2-dioxaborolan-2-yl)9-methoxybenzofurano[3,2-b]pyridine CC1(OB(OC1(C)C)C1=CC=C(C2=C1OC=1C2=NC=CC1)OC)C